trifluoromethanesulfonyl (trifluoromethanesulfonate) FC(S(=O)(=O)OS(=O)(=O)C(F)(F)F)(F)F